C(C#CC)N1C2C(CCC1)CN(C2)C2=C1C(=C(NC1=C(C=C2F)C(=O)N)C)Cl 4-(1-(but-2-ynyl)octahydro-6H-pyrrolo[3,4-B]pyridin-6-yl)-3-chloro-5-fluoro-2-methyl-1H-indole-7-carboxamide